ClC1=NC=NC(=C1CC=O)Cl 2-(4,6-dichloropyrimidin-5-yl)acetaldehyde